C(CC)(=O)ON(C)CCC N-methylpropylamino propionate